2,4,6-tris[(4-hydroxyphenyl)methyl]-1,3-benzenediol ethoxy-1-(oxetan-2-ylmethyl)-1H-benzo[d]imidazole-6-carboxylate C(C)OC1=NC2=C(N1CC1OCC1)C=C(C=C2)C(=O)OC2=C(C(=C(C=C2CC2=CC=C(C=C2)O)CC2=CC=C(C=C2)O)O)CC2=CC=C(C=C2)O